[2-cyclopropyl-3-(1,3-thiazol-2-yl)phenyl]acetic acid C1(CC1)C1=C(C=CC=C1C=1SC=CN1)CC(=O)O